FC1=C(C=C(C=C1)C(F)(F)F)F 1,2-difluoro-4-trifluoromethylbenzene